C(#N)[C@H]1N(CC(C1)(F)F)C(=O)[C@@H]1C[C@H](C(N1)=O)CC(=O)N1CC2=CC=C(C=C2C1)C(=O)NCCOCCOCCC(=O)N[C@@H](CC1=CC=C(C=C1)O)C(=O)OC(C)(C)C tert-butyl (3-(2-(2-(2-(2-((3S,5S)-5-((S)-2-cyano-4,4-difluoropyrrolidine-1-carbonyl)-2-oxopyrrolidin-3-yl)acetyl)isoindoline-5-carboxamido)ethoxy)ethoxy)propanoyl)-L-tyrosinate